C1(CC1)C1=NC=NC(=C1C1=NN2C([C@@H](CCC2)O)=C1)OC (R)-2-(4-cyclopropyl-6-methoxypyrimidin-5-yl)-4,5,6,7-tetrahydropyrazolo[1,5-a]pyridin-4-ol